8-(4-methylpyridin-3-yl)quinazoline-2,5-diamine CC1=C(C=NC=C1)C1=CC=C(C=2C=NC(=NC12)N)N